FC=1C=CC(=NC1)C1=NC(=NC=C1C)C 4-(5-Fluoropyridin-2-yl)-2,5-dimethylpyrimidine